BrC1=CC=C(C=C1)S(=O)(=O)OS(=O)(=O)C1=CC=C(C=C1)Br p-bromobenzenesulfonic anhydride